C(C)(C)(C)OC(NC=1SC2=C(N1)C=CC=C2C2=C(C(=CC=C2)OC)C#N)=O (7-(2-cyano-3-methoxyphenyl)benzo[d]thiazol-2-yl)carbamic acid tert-butyl ester